COC1=CC=C(C=C1)C(C(=O)O)C(CC(=O)O)C1=CC=C(C=C1)C(F)(F)F 2-(4-methoxyphenyl)-3-(4-trifluoromethylphenyl)glutaric acid